5-[(5-{3-[(3-Fluoroazetidin-3-yl)methoxy]-5-methoxypyridin-4-yl}-1H-pyrazol-3-yl)amino]pyrazine-2-carbonitrile FC1(CNC1)COC=1C=NC=C(C1C1=CC(=NN1)NC=1N=CC(=NC1)C#N)OC